(2RS)-2-[6-[2-(6-amino-3-pyridinyl)ethynyl]-7-fluoro-indazol-2-yl]-2-phenyl-N-thiazol-2-yl-acetamide NC1=CC=C(C=N1)C#CC=1C=CC2=CN(N=C2C1F)[C@@H](C(=O)NC=1SC=CN1)C1=CC=CC=C1 |r|